C(CCC)C(C(=O)O)SSC(C(=O)O)CCCC dibutyl-2,2'-dithiodiacetic acid